FC1=C(C(=CC(=C1)[N+](=O)[O-])O)NC(C)=O N-(2-fluoro-6-hydroxy-4-nitrophenyl)acetamide